4-[1-[[4-[Methyl(2-phenoxyethyl)amino]tetrahydropyran-4-carbonyl]amino]cyclopropyl]benzoic acid, hydrochloride Cl.CN(C1(CCOCC1)C(=O)NC1(CC1)C1=CC=C(C(=O)O)C=C1)CCOC1=CC=CC=C1